ClC1=CC=C(OC2(CN(CC2)C(=O)NC=2C(=NC=CC2C#N)C2CCN(CC2)C(C)C)C)C=C1 3-(4-chlorophenoxy)-N-(4-cyano-2-(1-isopropylpiperidin-4-yl)pyridin-3-yl)-3-methylpyrrolidine-1-carboxamide